2-nitrobenzene-sulfonamide [N+](=O)([O-])C1=C(C=CC=C1)S(=O)(=O)N